ClC=1C=C(C2=CC=C(C=C2C1)OC)Br 3-chloro-6-methoxy-1-bromonaphthalene